F[C@@H]1C[C@H](N(C1)C(CN1N=C(C2=CC(=CC=C12)C1=CN=NC=C1)C(=O)N)=O)C(NC1=CC=CC=2OC(C(NC21)=O)C)=O 1-(2-((2S,4R)-4-fluoro-2-(2-methyl-3-oxo-3,4-dihydro-2H-benzo[b][1,4]oxazin-5-ylcarbamoyl)pyrrolidin-1-yl)-2-oxoethyl)-5-(pyridazin-4-yl)-1H-indazole-3-carboxamide